L-Cysteine S-sulfate C([C@@H](C(=O)O)N)SS(=O)(=O)O